11-oxo-10,11-dihydrodibenzo[b,f][1,4]thiazepine-8-sulfonamide O=C1NC2=C(SC3=C1C=CC=C3)C=CC(=C2)S(=O)(=O)N